4-octadecyl-ε-caprolactone C(CCCCCCCCCCCCCCCCC)C1CCC(=O)OCC1